C(#N)[C@H]1N(C([C@@H]1CC1=CC(=NC=C1)N(C(OC(C)(C)C)=O)CC1=CC=C(C=C1)OC)=O)C(N[C@H](C)C1=CC=CC=C1)=O tert-butyl (4-{[(2S,3R)-2-cyano-4-oxo-1-{[(1R)-1-phenylethyl]-carbamoyl}azetidin-3-yl]methyl}pyridin-2-yl)(4-methoxybenzyl)carbamate